ClC1=C(C#N)C=CC(=C1)N1CC2(C[C@@H]1C)CCN(CC2)C2=CC=C(C=C2)C(=O)N2CCC1(CC(C1)N1CCN(CC1)C1=CC=C(C=C1)[C@H]1C(NC(CC1)=O)=O)CC2 2-Chloro-4-((S)-8-(4-(2-(4-(4-((S)-2,6-dioxopiperidin-3-yl)phenyl)piperazin-1-yl)-7-azaspiro[3.5]nonane-7-carbonyl)phenyl)-3-methyl-2,8-diazaspiro[4.5]decan-2-yl)benzonitrile